6-(1H-indazol-7-yl)pyridazin-3-amine N1N=CC2=CC=CC(=C12)C1=CC=C(N=N1)N